ClC=1C=C(C2=C(N1)N(C=C2)C=2C=NN(C2)C)C=O 6-chloro-1-(1-methyl-1H-pyrazol-4-yl)-1H-pyrrolo[2,3-b]pyridine-4-carbaldehyde